C1(CC1)C1=NN(C(=C1C(F)(F)F)C(=O)NC1=CC(=NC=C1)S(=O)(=N)C)CC1CC2CC(CC2C1)F 3-cyclopropyl-1-((5-fluorooctahydropentalen-2-yl)methyl)-N-(2-(S-methylsulfonimidoyl)pyridin-4-yl)-4-(trifluoromethyl)-1H-pyrazole-5-carboxamide